tert-butyl-4-((((S)-4-methyl-1-oxo-1-(((S)-1-oxo-3-((S)-2-oxopyrrolidin-3-yl)propan-2-yl)amino)pentan-2-yl)carbamoyl)oxy)-3,4-dihydroquinoline C(C)(C)(C)C1=NC2=CC=CC=C2C(C1)OC(N[C@H](C(N[C@H](C=O)C[C@H]1C(NCC1)=O)=O)CC(C)C)=O